(Z)-2-cyano-3-hydroxy-3-(5-methylisoxazol-4-yl)-N-(1-oxoindan-5-yl)prop-2-enamide C(#N)/C(/C(=O)NC=1C=C2CCC(C2=CC1)=O)=C(\C=1C=NOC1C)/O